S1C(=NC2=C1C=CC=C2)C(CC2=CC(=CC=C2)C#N)NS(=O)(=O)C=2C=C(C=CC2)NC(=O)C=2C=NC=CC2 N-[3-[[1-(1,3-benzothiazol-2-yl)-2-(3-cyanophenyl)ethyl]sulfamoyl]phenyl]pyridine-3-carboxamide